CC1(CNC2=CC=CC=C12)C 1,3-dihydro-3,3-di-methyl-2H-indol